γ-methacryloyloxypropyl-methoxydimethoxymethylsilane C(C(=C)C)(=O)OCCC[SiH](C(OC)OC)OC